FC(C=1C=C(C=CC1F)C(C=1C=CC(=C(C=O)C1)F)C=1NC(=CN1)C)F 5-((3-(difluoromethyl)-4-fluorophenyl)(5-methyl-1H-imidazol-2-yl)methyl)-2-fluorobenzaldehyde